Cl.NC=1C(=NC(=CN1)C=1C=NN(C1)C1CCN(CC1)CC1CCC(CC1)CN)C(=O)O[C@@H](C(=O)NC1=CC=C(C=C1)F)C1=CC=CC=C1 (R)-2-((4-fluorophenyl)amino)-2-oxo-1-phenylethyl 3-amino-6-(1-(1-(((1r,4r)-4-(aminomethyl)cyclohexyl)methyl)piperidin-4-yl)-1H-pyrazol-4-yl)pyrazine-2-carboxylate hydrochloride